(((7S,8R)-8-((tert-Butyldiphenylsilyl)oxy)-7-methyl-1,4-dioxaspiro[4.5]decan-7-yl)methyl)-1H-benzo[d]imidazole-6-carbonitrile [Si](C1=CC=CC=C1)(C1=CC=CC=C1)(C(C)(C)C)O[C@H]1[C@](CC2(OCCO2)CC1)(C)CN1C=NC2=C1C=C(C=C2)C#N